C(C)(C)C1=CC(=C(C=C1)C1(CC1)C(=O)NC1CN(CCC(C1)C)C1=NN=NN1)OC 1-(4-isopropyl-2-methoxyphenyl)-N-(5-methyl-1-(1H-tetrazol-5-yl)azepan-3-yl)cyclopropane-1-carboxamide